4-(2-(4-(3-isopropyl-1,2,4-oxadiazol-5-yl)piperidin-1-yl)imidazo[2,1-b][1,3,4]thiadiazol-6-yl)benzonitril C(C)(C)C1=NOC(=N1)C1CCN(CC1)C1=NN2C(S1)=NC(=C2)C2=CC=C(C#N)C=C2